N-(2'-(4-hydroxypiperidin-1-yl)-[4,4'-bipyridin]-2-yl)-3-methoxybenzamide OC1CCN(CC1)C1=NC=CC(=C1)C1=CC(=NC=C1)NC(C1=CC(=CC=C1)OC)=O